N-[2-[2-[(4-amino-2-butyl-1H-imidazo[4,5-c]quinolin-1-yl)oxy]ethoxy]ethyl]-4-(tridecoxy)butanamide NC1=NC=2C=CC=CC2C2=C1N=C(N2OCCOCCNC(CCCOCCCCCCCCCCCCC)=O)CCCC